(R)-3-METHYL-PENTANOIC ACID C[C@@H](CC(=O)O)CC